NCC1=C(C=O)C=CC(=C1)OC1CC1 2-(AMINOMETHYL)-4-CYCLOPROPOXYBENZALDEHYDE